5-(3-furoyl)amino-3-(1-neopentyl-1,2,3,6-tetrahydropyridin-4-yl)-1H-indole O1C=C(C=C1)C(=O)NC=1C=C2C(=CNC2=CC1)C=1CCN(CC1)CC(C)(C)C